tert-butyl 5-(p-toluenesulfonyloxy)-3,6-dihydropyridine-1(2H)-carboxylate CC1=CC=C(C=C1)S(=O)(=O)OC1=CCCN(C1)C(=O)OC(C)(C)C